FC1(CN(CC([C@H]1O)(C)C)C1=NC=CC(=N1)NC(OC(C)(C)C)=O)F |r| rac-tert-butyl 2-(3,3-difluoro-4-hydroxy-5,5-dimethylpiperidin-1-yl)pyrimidin-4-ylcarbamate